di((R)-1-bromoprop-2-ylamino)phosphinic acid 4-((3-(3-(dimethylcarbamoyl) phenoxy)-4-nitrobenzyl) oxy)-2,3,5,6-tetrafluorobenzyl ester CN(C(=O)C=1C=C(OC=2C=C(COC3=C(C(=C(COP(=O)(N[C@@H](CBr)C)N[C@@H](CBr)C)C(=C3F)F)F)F)C=CC2[N+](=O)[O-])C=CC1)C